C1(CC1)C1=C(CN2C(N(C(C=3C2=NN(C3)C)C)C3CCN(CC3)C3=C(C=CC=C3F)C(F)F)=O)C=CC=C1 7-(2-Cyclopropyl-benzyl)-5-[1-(2-difluoromethyl-6-fluoro-phenyl)-piperidin-4-yl]-2,4-dimethyl-2,4,5,7-tetrahydro-pyrazolo[3,4-d]pyrimidin-6-one